tert-butyl ((4S)-5-(3-(4-cyanophenyl)-7-fluoro-1H-indole-2-carboxamido)-2-((triisopropylsilyl)oxy)pentane-1,4-diyl)dicarbamate C(#N)C1=CC=C(C=C1)C1=C(NC2=C(C=CC=C12)F)C(=O)NC[C@H](CC(CNC(OC(C)(C)C)=O)O[Si](C(C)C)(C(C)C)C(C)C)NC([O-])=O